5-[3-(cyanomethyl)-3-(3-methyl-1H,1'H-4,4'-bipyrazol-1-yl)azetidin-1-yl]-N-isopropylpyrazine-2-carboxamide C(#N)CC1(CN(C1)C=1N=CC(=NC1)C(=O)NC(C)C)N1N=C(C(=C1)C=1C=NNC1)C